acrylyl-oxygen C(C=C)(=O)[O]